CC1=CC(=C(C=C1)C=1NC(=C(N1)C1=CC=CC=C1)C1=CC=CC=C1)S 2-(p-methyl-mercaptophenyl)-4,5-diphenylimidazole